N-butyl-2,5-diiodobenzamide C(CCC)NC(C1=C(C=CC(=C1)I)I)=O